(2S,4R)-1-(2-(5-(2-(acetamidomethyl)pyrimidin-5-yl)-3-acetyl-1H-indazol-1-yl)acetyl)-N-(6-bromopyridin-2-yl)-4-fluoropyrrolidine-2-carboxamide C(C)(=O)NCC1=NC=C(C=N1)C=1C=C2C(=NN(C2=CC1)CC(=O)N1[C@@H](C[C@H](C1)F)C(=O)NC1=NC(=CC=C1)Br)C(C)=O